1-methyl-4-((1r,2r)-2-((E)-styryl)cyclopropyl)benzene CC1=CC=C(C=C1)[C@H]1[C@H](C1)\C=C\C1=CC=CC=C1